N[C@@H]1[C@@H](CCCC1)NC(=O)C=1SC=2N=CC=C3N(C(NC1C23)=O)C=2C(=NC(=CC2)OC2=CC=CC=C2)C N-((1r,2S)-2-aminocyclohexyl)-5-(S)-(2-methyl-6-phenoxypyridin-3-yl)-4-oxo-4,5-dihydro-3H-1-thia-3,5,8-triazaacenaphthylene-2-carboxamide